methyl (2S)-3-(4-bromo-2-fluorophenyl)-2-[(tert-butoxycarbonyl)amino]propanoate BrC1=CC(=C(C=C1)C[C@@H](C(=O)OC)NC(=O)OC(C)(C)C)F